CN1C(=NN=C1)C1CCN(CC1)C1=C(C=CC=C1S(=O)(=O)C)C=1C=NC=CC1 3-(2-(4-(4-methyl-4H-1,2,4-triazol-3-yl)piperidin-1-yl)-3-(methylsulfonyl)phenyl)pyridine